N-((cis)-3-(5-chloro-2-cyanophenyl)cyclobutyl)-3-((R)-1-hydroxyethyl)-1-((S)-1-(4-methyl-6-((1R,5S)-2-oxo-3-azabicyclo[3.1.0]hexan-3-yl)pyridin-3-yl)ethyl)-1H-pyrazole-4-carboxamide ClC=1C=CC(=C(C1)[C@H]1C[C@H](C1)NC(=O)C=1C(=NN(C1)[C@@H](C)C=1C=NC(=CC1C)N1C([C@@H]2C[C@@H]2C1)=O)[C@@H](C)O)C#N